bicyclo-[1.1.1]-pentane-1-carboxylic acid C12(CC(C1)C2)C(=O)O